FC1=C2C=CN(C2=CC=C1)C1CN(C1)C 4-fluoro-1-(1-methylazetidin-3-yl)-1H-indole